C(C)C1(COC1)COCC1=CC=C(C=C1)COCC1(COC1)CC 1,4-bis((3-ethyl-3-oxetanylmethoxy)methyl)benzene